Cl.FC1(COCCC1)CN (3-fluorotetrahydro-2H-pyran-3-yl)methanamine hydrochloride